N-[3-chloro-4-[4-(piperidine-4-carbonyl)piperazine-1-carbonyl]phenyl]-1-methyl-5-[1-[(5-methyl-1,2,4-oxadiazol-3-yl)methyl]-3-(trifluoromethyl)pyrazol-4-yl]imidazole-2-carboxamide ClC=1C=C(C=CC1C(=O)N1CCN(CC1)C(=O)C1CCNCC1)NC(=O)C=1N(C(=CN1)C=1C(=NN(C1)CC1=NOC(=N1)C)C(F)(F)F)C